NC1=CC=CC(=N1)S(=O)(=O)NC(=O)C=1C(=NC(=CC1)C1=CC(=CC(=C1)OCC(C)C)F)N1C2CCC1CC2 N-[(6-Amino-2-pyridyl)sulfonyl]-2-(7-azabicyclo[2.2.1]heptan-7-yl)-6-(3-fluoro-5-isobutoxyphenyl)pyridin-3-carboxamid